FC1=CC=C(C=C1)C(=C1CCN(CC1)CCC=1N=NN(C1)S(=O)(=O)C1=CC=C(C)C=C1)C1=CC=C(C=C1)F 4-(Bis(4-fluorophenyl)methylene)-1-(2-(1-tosyl-1H-1,2,3-triazol-4-yl)ethyl)-piperidine